tert-butyl (S)-4-(3-(4-chlorobenzyl)-2,3-dihydro-4H-benzo[b][1,4]oxazin-4-yl)piperidine-1-carboxylate ClC1=CC=C(C[C@@H]2N(C3=C(OC2)C=CC=C3)C3CCN(CC3)C(=O)OC(C)(C)C)C=C1